3H-Benzotriazole-5-carboxylic acid N1=NNC2=C1C=CC(=C2)C(=O)O